C(#N)C=1C(OC(C1C=CC1=CC=C(C=C1)N(C)C)(C)C)=C(C#N)C#N 2-(3-cyano-4-(4-(dimethylamino)styryl)-5,5-dimethylfuran-2(5H)-ylidene)malononitrile